CC(=O)N1[C@H](COC1=O)CC2=CC=CC=C2 (S)-(+)-3-acetyl-4-benzyl-2-oxazolidinone